N-(benzyloxy)-2-bromo-2-methylpropionamide C(C1=CC=CC=C1)ONC(C(C)(C)Br)=O